(3S,5R)-5-methylpiperidin-3-ol C[C@@H]1C[C@@H](CNC1)O